N,N-di(propane-2-yl)benzamide CC(C)N(C(C1=CC=CC=C1)=O)C(C)C